(S)-6-(2-fluoro-5-methoxyphenyl)-3-(1-(6-ethoxy-5-methoxypyridin-2-yl)-2-(methylsulfonyl)ethyl)-7-methyl-1H-imidazo[4,5-b]pyridin-2(3H)-one FC1=C(C=C(C=C1)OC)C=1C(=C2C(=NC1)N(C(N2)=O)[C@H](CS(=O)(=O)C)C2=NC(=C(C=C2)OC)OCC)C